C1=NC=CC2=CC(=CC=C12)NC1=NC=C(C(=C1)OCCC(CCC(CCC(CCC(CCC(CCC(CC(=O)O)=O)=O)=O)=O)=O)=O)C 20-((2-(isoquinolin-6-ylamino)-5-methylpyridin-4-yl)oxy)-3,6,9,12,15,18-hexaoxoeicosanoic acid